2-(((1-isopropylazetidin-3-yl)carbamoyl)oxy)-3-(palmitoyloxy)propyl (9Z,12Z)-octadeca-9,12-dienoate C(CCCCCCC\C=C/C\C=C/CCCCC)(=O)OCC(COC(CCCCCCCCCCCCCCC)=O)OC(NC1CN(C1)C(C)C)=O